(1S,3S)-3-(4-(5-(((((R)-1-Cyclopropylethyl)(methyl)carbamoyl)oxy)methyl)-1-methyl-1H-pyrazol-4-yl)phenoxy)cyclohexan C1(CC1)[C@H](C)N(C(=O)OCC1=C(C=NN1C)C1=CC=C(OC2CCCCC2)C=C1)C